NC=1C=2N(C3=CC(=C(C=C3N1)F)C(=O)N1[C@@H](COC[C@@H]1C1=NC=C(C=C1)C(F)(F)F)C)C=NC2 (4-amino-7-fluoroimidazo[1,5-a]quinoxalin-8-yl)((3R,5S)-3-methyl-5-(5-(trifluoromethyl)pyridin-2-yl)morpholino)methanone